COC(=O)CC[C@@H](C(=O)O)N Glutamic ACID GAMMA-METHYL ESTER